C(CCCCCCCCCCCCCCCCCCC(=O)N)CCCCCCCCCCCCCCCCCC(=O)N ethylenebis{stearamide}